3-hydroxy-1-isopropyl-6-nitro-1,8-naphthyridin-2(1H)-one OC=1C(N(C2=NC=C(C=C2C1)[N+](=O)[O-])C(C)C)=O